1-[4-(benzenesulfonyl)phenyl]-3-(1H-pyrazol-3-ylmethyl)urea C1(=CC=CC=C1)S(=O)(=O)C1=CC=C(C=C1)NC(=O)NCC1=NNC=C1